C(C)(C)(C)NCC(CS(=O)(=O)O)C 3-(tert-butyl)amino-2-methylpropane-1-sulfonic acid